1,2-bis(hydroxymethyl)-cyclohexane di(methacrylate) C(C(=C)C)(=O)O.C(C(=C)C)(=O)O.OCC1C(CCCC1)CO